O=C1NC(CCC1C1NCCCC1)=O 2-(2,6-dioxo-piperidin-3-yl)-piperidine